3-fluoro-N-{4-fluoro-3-[5-(pyridin-3-yl)-2H-pyrazolo[3,4-b]pyridin-2-yl]phenyl}azetidine-1-carboxamide FC1CN(C1)C(=O)NC1=CC(=C(C=C1)F)N1N=C2N=CC(=CC2=C1)C=1C=NC=CC1